FC(SC1=C(C=CC=C1)P(N(P(C1=CC=C(C=C1)[Si](CCCC)(CCCC)CCCC)C1=CC=C(C=C1)[Si](CCCC)(CCCC)CCCC)CCCC)C1=C(C=CC=C1)SC(F)(F)F)(F)F N-(bis(2-((trifluoromethyl)thio)phenyl)phosphaneyl)-N-butyl-1,1-bis(4-(tributylsilyl)phenyl)phosphanamine